FC1=CC2C(C=C1)S2 4-fluorobenzene sulfide